5-(3-(((S)-1-(1H-tetrazol-1-yl)propan-2-yl)oxy)-4-chlorophenyl)-N-(1-((1r,4r)-4-morpholinocyclohexyl)-3-(pyrimidin-2-ylmethoxy)-1H-pyrazol-4-yl)pyrimidin-2-amine N1(N=NN=C1)C[C@H](C)OC=1C=C(C=CC1Cl)C=1C=NC(=NC1)NC=1C(=NN(C1)C1CCC(CC1)N1CCOCC1)OCC1=NC=CC=N1